1,3-dibromo-2-(2-isopropylphenoxy)benzene BrC1=C(C(=CC=C1)Br)OC1=C(C=CC=C1)C(C)C